1-(5-fluoro-2,4-dihydroxyphenyl)ethan-1-one FC=1C(=CC(=C(C1)C(C)=O)O)O